((4-(6-chloropyridin-2-yl)piperidin-1-yl)methyl-1-oxetan-2-ylmethyl)-1H-benzo[d]imidazole-6-carboxylic acid methyl ester COC(=O)C=1C=CC2=C(N(C=N2)C(C2OCC2)CN2CCC(CC2)C2=NC(=CC=C2)Cl)C1